5-methyl-11-oxo-10,11-dihydro-5H-dibenzo[b,e][1,4]diazepine-8-carboxylic acid CN1C2=C(NC(C3=C1C=CC=C3)=O)C=C(C=C2)C(=O)O